FC=1C=C(C=CC1OC)C1=C(C(=O)O)C=CN=C1 3-(3-fluoro-4-methoxyphenyl)isonicotinic acid